FC=1C=C(C=C(C1)F)C(O)C1=CC=C(C=C1)F (3,5-Difluorophenyl)(4-fluorophenyl)methanol